N-(2-fluoro-5-(trifluoromethyl)phenyl)-6-hydroxy-4-(1-methyl-3-(trifluoromethyl)-1H-pyrazol-4-yl)-8-oxatricyclo[3.2.1.02,4]octane-2-carboxamide FC1=C(C=C(C=C1)C(F)(F)F)NC(=O)C12C3CC(C(C2(C1)C=1C(=NN(C1)C)C(F)(F)F)O3)O